NC=1N=CN(C(C1C(=O)NC=1C=NC=C(C1)[C@H]1NCC1)=O)C1=C(C=C(C=C1Cl)OC)Cl (S)-4-amino-N-(5-(azetidin-2-yl)pyridin-3-yl)-1-(2,6-dichloro-4-methoxyphenyl)-6-oxo-1,6-dihydropyrimidine-5-carboxamide